(3-(4-chlorophenyl)prop-2-yn-1-yl)(phenyl)aminothiocarbonyl fluoride ClC1=CC=C(C=C1)C#CCN(C(=S)F)C1=CC=CC=C1